Tert-butyl 4-(4-(2-(4-((3-(4-(difluoromethoxy)phenyl)imidazo[1,2-a]pyrazin-8-yl)amino)-N,2-dimethylbenzamido)ethyl)piperidin-1-yl)butanoate FC(OC1=CC=C(C=C1)C1=CN=C2N1C=CN=C2NC2=CC(=C(C(=O)N(C)CCC1CCN(CC1)CCCC(=O)OC(C)(C)C)C=C2)C)F